2-chloro-2',6'-diethyl-N-methoxymethylacetanilide ClCC(=O)N(C1=C(C=CC=C1CC)CC)COC